(4S)-5,5-difluoro-3-(trifluoromethyl)-1-[4-(trifluoromethyl)cyclohexyl]-6,7-dihydro-4H-indazol-4-ol FC1([C@H](C=2C(=NN(C2CC1)C1CCC(CC1)C(F)(F)F)C(F)(F)F)O)F